Cl.Cl.N1N=CC=C1C(=O)N 1H-pyrazole-5-carboxamide dihydrochloride